FC(C(=O)O)(F)F.NC1=NN2C(N=CC=C2)=C1C(=O)NC(C(F)(F)F)C=1C=C(C=2N(C1N1CC(S(CC1)(=O)=O)C)C=NC2C#N)Cl 2-Amino-N-(1-(8-chloro-1-cyano-5-(2-methyl-1,1-dioxidothiomorpholino)imidazo[1,5-a]pyridin-6-yl)-2,2,2-trifluoroethyl)pyrazolo[1,5-a]pyrimidine-3-carboxamide trifluoroacetate salt